C(C1=CC=CC=C1)(=O)N1N=C(C(=C1N(C)CC=1SC(=CC1)Cl)C)C1C(CC(N(C1)C(=O)N1CCCC1)=O)C 5-(1-Benzoyl-5-{[(5-chlorothiophen-2-yl)methyl](methyl)amino}-4-methyl-1H-pyrazol-3-yl)-4-methyl-1-(pyrrolidin-1-carbonyl)piperidin-2-on